C(C)(C)N1N=C(C=C1)S(=O)(=O)NC(NC1=C2CCCC2=CC=C1C=1C=C(C=CC1)B(O)O)=O (3-(4-(3-((1-isopropyl-1H-pyrazol-3-yl)sulfonyl)ureido)-2,3-dihydro-1H-inden-5-yl)phenyl)boronic acid